(1r,5r,6s)-5-amino-6-(3-bromo-5-chloro-7-((thiophen-2-ylmethyl)amino)thieno[3,2-b]pyridin-2-yl)cyclohex-2-en-1-ol N[C@@H]1CC=C[C@H]([C@H]1C1=C(C2=NC(=CC(=C2S1)NCC=1SC=CC1)Cl)Br)O